(3R,5S)-1-(8-methoxyquinolin-5-yl)-5-methylpiperidin-3-amine COC=1C=CC(=C2C=CC=NC12)N1C[C@@H](C[C@@H](C1)C)N